[K+].CC1=CC=C(C=C1)S(=O)(=O)[O-] p-toluenesulfonic acid potassium salt